ethyl 2-(4-(tert-butyl) phenyl)-4-(dimethylamino)-6-methylpyrimidine-5-carboxylate C(C)(C)(C)C1=CC=C(C=C1)C1=NC(=C(C(=N1)N(C)C)C(=O)OCC)C